FC1=C(C=C(C=C1)NC(=O)N1CC=2N(CC1)N=C1C2C=2C(CCC1)=CON2)C(F)(F)F N-(4-Fluoro-3-(trifluoromethyl)phenyl)-5,6,9,10-tetrahydro-4H-isoxazolo[3'',4'':3',4']cyclohepta[1',2':3,4]pyrazolo[1,5-a]pyrazine-11(12H)-carboxamide